N-((1-methyl-1H-imidazol-2-yl)methyl)-8-(4-(trifluoromethyl)cyclohex-1-en-1-yl)quinoline-3-carboxamide CN1C(=NC=C1)CNC(=O)C=1C=NC2=C(C=CC=C2C1)C1=CCC(CC1)C(F)(F)F